4-{4-[(2-hydroxy-3-methoxyphenyl)methyl]piperazin-1-yl}-1,6-dimethyl-2-oxo-1,2-dihydro-1,5-naphthyridine-3-carbonitrile OC1=C(C=CC=C1OC)CN1CCN(CC1)C1=C(C(N(C2=CC=C(N=C12)C)C)=O)C#N